N-((1s,4s)-4-((3-Bromo-7-morpholino-1,6-naphthyridin-5-yl)oxy)cyclohexyl)-5-(2-ethoxyethoxy)pyrimidin-2-amine BrC=1C=NC2=CC(=NC(=C2C1)OC1CCC(CC1)NC1=NC=C(C=N1)OCCOCC)N1CCOCC1